tert-butyl 2-methyl-3-thioxopiperazine-1-carboxylate CC1N(CCNC1=S)C(=O)OC(C)(C)C